C(C)N=S(C(F)(F)F)(=O)C1=CC2=C(N(C(=N2)C2=NC(=CC=C2S(=O)(=O)CC)N2N=CN=C2)C)C=C1 ethylimino-[2-[3-ethylsulfonyl-6-(1,2,4-triazol-1-yl)-2-pyridyl]-1-methyl-benzimidazol-5-yl]-oxo-(trifluoromethyl)-λ6-sulfane